1,3,5-tris(N-carbazolyl)benzene 8-azaadenosine-5'-triphosphate P(O)(=O)(OP(=O)(O)OP(=O)(O)O)OC[C@@H]1[C@H]([C@H]([C@@H](O1)N1N=NC=2C(N)=NC=NC12)O)O.C1=CC=CC=2C3=CC=CC=C3N(C12)C1=CC(=CC(=C1)N1C2=CC=CC=C2C=2C=CC=CC12)N1C2=CC=CC=C2C=2C=CC=CC12